N(C(=O)C)C=1C=C(C=CC1)CC(=O)NC1=NC=C(C(=C1)C1=C2N(N=C1)CC(C2)(C)C)Cl 2-(3-Acetaminophenyl)-N-(5-chloro-4-(5,5-dimethyl-5,6-dihydro-4H-pyrrolo[1,2-b]pyrazol-3-yl)pyridin-2-yl)acetamide